methyl (S)-1-(O-(cyclohexylmethyl)-L-threonyl)piperidine-2-carboxylate C1(CCCCC1)CO[C@@H]([C@H](N)C(=O)N1[C@@H](CCCC1)C(=O)OC)C